OC(CCNC1=CC=C(C=C1)S(=O)(=O)O)C N-(3-hydroxybutyl)-p-aminobenzenesulfonic acid